NC1=NC(=NC2=C(C=CC=C12)C1=C(C=C(C=C1C)\C=C\C#N)C)NC1=NC=C(C#N)C(=C1)C (E)-6-((4-Amino-8-(4-(2-cyanovinyl)-2,6-dimethylphenyl)quinazolin-2-yl)amino)-4-methylnicotinonitrile